tert-butyl (2S,6S)-6-fluoro-2-(hydroxymethyl)-1,4-oxazepan-4-carboxylate F[C@H]1CN(C[C@H](OC1)CO)C(=O)OC(C)(C)C